(R)-N-(1-(3-amino-5-(trifluoromethyl)phenyl)ethyl)-1-(2-fluoro-3-(methylcarbamoyl)phenyl)-6-oxo-1,6-dihydropyridazine-3-carboxamide NC=1C=C(C=C(C1)C(F)(F)F)[C@@H](C)NC(=O)C1=NN(C(C=C1)=O)C1=C(C(=CC=C1)C(NC)=O)F